ClC1=CC=C(S1)C(=O)NC(N(C1=CC=CC=C1)OC1=NC=C(C=C1Cl)Cl)=S 5-chloro-N-[(3,5-dichloropyridine-2-oxy)phenylthiocarbamoyl]thiophene-2-carboxamide